(R)-5,7-difluoro-1,2,3,4-tetrahydronaphthalen-2-ol FC1=C2CC[C@H](CC2=CC(=C1)F)O